OC=1C(=C(C(=NC1CCC)CC1=CC(=CC=C1)OC1=CC=CC=C1)C(=O)O)C(=O)O 5-hydroxy-2-(3-phenoxybenzyl)-6-propylpyridine-3,4-dicarboxylic acid